5-(4-chlorophenyl)-2-(methoxymethyl)-6-phenyl-3(2H)-pyridazinone ClC1=CC=C(C=C1)C1=CC(N(N=C1C1=CC=CC=C1)COC)=O